2-[5-(4-Chloro-2-hydroxy-6-methyl-phenyl)oxazolo[4,5-b]pyridin-2-yl]isoindolin-5-ol ClC1=CC(=C(C(=C1)C)C1=CC=C2C(=N1)N=C(O2)N2CC1=CC=C(C=C1C2)O)O